copper cyanoborohydride C(#N)[BH3-].[Cu+2].C(#N)[BH3-]